pyridine-2-carboxamide hydrochloride Cl.N1=C(C=CC=C1)C(=O)N